N[C@@H](CO)C (2R)-2-aminopropane-1-ol